4-((3-(2-(5-(pyrrolidin-1-yl)nicotinoyl)-2-azaspiro[3.3]heptan-6-yl)ureido)methyl)benzamide N1(CCCC1)C=1C=NC=C(C(=O)N2CC3(C2)CC(C3)NC(NCC3=CC=C(C(=O)N)C=C3)=O)C1